BrCC1=NN(C2=C1C=NC(=C2)Cl)C2=C(C=CC(=C2)Cl)OC(F)F 3-(bromomethyl)-6-chloro-1-(5-chloro-2-(difluoromethoxy)phenyl)-1H-Pyrazolo[4,3-c]pyridine